BrC=1C=CC=2N(C3=CC=C(C=C3C2C1)Br)C1=CC=C(C=C1)C(C)(C)C 3,6-dibromo-9-(4-tert-butyl-phenyl)-9H-carbazole